NCCOCCOCCOCCN(CC(=O)NCCOCCOCCN=[N+]=[N-])CC(NCC1=CC=C(C=C1)C=1N=NC(=NN1)C)=O 1-amino-N-{2-[2-(2-azidoethoxy)ethoxy]ethyl}-12-[({[4-(6-methyl-1,2,4,5-tetrazin-3-yl)phenyl]methyl}carbamoyl)methyl]-3,6,9-trioxa-12-azatetradecan-14-amide